O.C=C(C(=O)OCC(C(F)(F)F)(O)O)CC(=O)OC1CC2(C1)CCC2 4-spiro[3.3]heptan-2-yl 1-(3,3,3-trifluoro-2,2-dihydroxypropyl) 2-methylenesuccinate hydrate